ClC=1C=CC2=C(N=C(O2)C2CC3(CC(C3)NC(=O)C=3C=NC=C(C3)S(=O)(=O)C)C2)C1 N-[6-(5-chloro-1,3-benzoxazol-2-yl)spiro[3.3]heptan-2-yl]-5-methylsulfonyl-pyridine-3-carboxamide